CC(C)(C)OC(=O)N1N=C(C=2C1=CN=C(C2)Cl)C(=C)OCC 5-chloro-3-(1-ethoxyvinyl)pyrazolo[3,4-c]pyridine-1-carboxylic acid 2-methylpropan-2-yl ester